O=[Se].[V] vanadium oxyselenide